2-[4-(3,6-dihydro-2H-pyran-4-yl)-3-(trifluoromethyl)pyrazol-1-yl]-N-(5-pyrazin-2-yl-2-pyridyl)acetamide O1CCC(=CC1)C=1C(=NN(C1)CC(=O)NC1=NC=C(C=C1)C1=NC=CN=C1)C(F)(F)F